(E)-4-(1,3-dithian-2-yl)-2-methoxy-phenyl 3-(4-bromo-phenyl)-acrylate BrC1=CC=C(C=C1)/C=C/C(=O)OC1=C(C=C(C=C1)C1SCCCS1)OC